(9-Fluoro-6-methyl-1,3,4,5-tetrahydropyrido[4,3-b]indol-2-yl)-[5-(trifluoromethyl)-1H-pyrazol-3-yl]methanon FC=1C=2C3=C(NC2C(=CC1)C)CCN(C3)C(=O)C3=NNC(=C3)C(F)(F)F